5-Phenyl-2-[4-[4-[(E)-2-(4-pyridyl)vinyl]pyrimidin-2-yl]pyrimidin-2-yl]isoindoline C1(=CC=CC=C1)C=1C=C2CN(CC2=CC1)C1=NC=CC(=N1)C1=NC=CC(=N1)\C=C\C1=CC=NC=C1